FC(C1=NN=C(S1)N1C(N(C2=C1C=C(C(=C2)F)S(=O)(=O)NC2(CC2)CF)CCOC)=O)F 3-[5-(difluoromethyl)-1,3,4-thiadiazol-2-yl]-6-fluoro-N-[1-(fluoromethyl)cyclopropyl]-1-(2-methoxyethyl)-2-oxo-benzimidazole-5-sulfonamide